C(CCC)C1=NC=C2N=C(N(C2=N1)C)N1N=CC=N1 2-butyl-9-methyl-8-(2H-1,2,3-triazol-2-yl)-9H-purin